O=C1N(CCN2[C@@H]1CNCC2)C=2N=CN(C2)C2=CC=CC=C2 (R)-9-Oxo-8-(1-phenyl-1H-imidazol-4-yl)octahydro-2H-pyrazino[1,2-a]pyrazin